FC(C(=O)O)(F)F.FC=1C=C(C=CC1C(C)C)NC(=O)N1[C@H](CCC1)C(=O)NC1=NC=2CCC(CC2C=C1)C(=O)O 2-[(1-{[3-fluoro-4-(propan-2-yl)phenyl]carbamoyl}-D-prolyl)amino]-5,6,7,8-tetrahydroquinoline-6-carboxylic acid, trifluoroacetate salt